[C@H]12[C@H](O)CC[C@H](O1)CO2 1,6-anhydro-3,4-dideoxy-β-D-erythro-hexopyranose